4-[(2R)-3-(3,4-dihydro-1H-isoquinolin-2-yl)-2-hydroxy-propyl]-8-(4-piperidinyloxy)-2,3-dihydro-1,4-benzoxazepin-5-one dihydrochloride Cl.Cl.C1N(CCC2=CC=CC=C12)C[C@H](CN1CCOC2=C(C1=O)C=CC(=C2)OC2CCNCC2)O